7,9-dinitro-5,6-dihydrotetrazolo[1,5-c]quinazoline [N+](=O)([O-])C1=CC(=CC=2C=3N(CNC12)N=NN3)[N+](=O)[O-]